3,6-dichloro-9H-xanthen-9-ol ClC=1C=CC=2C(C3=CC=C(C=C3OC2C1)Cl)O